BrC=1C(=C2C=3C(=NC(=NC3C1F)OC[C@]13CCCN3C[C@@H](C1)F)N(CCO2)C2COCCC2)Cl 9-bromo-8-chloro-10-fluoro-2-(((2R,7aS)-2-fluorotetrahydro-1H-pyrrolizin-7a(5H)-yl)methoxy)-4-(tetrahydro-2H-pyran-3-yl)-5,6-dihydro-4H-[1,4]oxazepino[5,6,7-de]quinazoline